(E)-5,9-dimethyl-2-(2-((tetrahydro-2H-pyran-2-yl)oxy)acetyl)deca-4,8-dienoic acid ethyl ester C(C)OC(C(C\C=C(\CCC=C(C)C)/C)C(COC1OCCCC1)=O)=O